1-(1Z-hexadecenyl)-2-(5Z,8Z,11Z,14Z,17Z-eicosapentaenoyl)-glycero-3-phospho-(1'-sn-glycerol) CCCCCCCCCCCCCC/C=C\OC[C@H](COP(=O)(O)OC[C@H](CO)O)OC(=O)CCC/C=C\C/C=C\C/C=C\C/C=C\C/C=C\CC